phenyl N-[2-(2,6-dioxo-3-piperidyl)-1-oxo-isoindolin-5-yl]carbamate O=C1NC(CCC1N1C(C2=CC=C(C=C2C1)NC(OC1=CC=CC=C1)=O)=O)=O